tert-butyl (5-(azetidin-1-yl)-3-methoxypyridin-2-yl)(tert-butoxycarbonyl)carbamate N1(CCC1)C=1C=C(C(=NC1)N(C(OC(C)(C)C)=O)C(=O)OC(C)(C)C)OC